ClC=1C=CC(=C(C1)C1=CC(=CC=C1)[N+](=O)[O-])[N+](=O)[O-] 5-chloro-2,3'-dinitro-1,1'-biphenyl